C(=C)OP(=O)([O-])[O-] (E)-vinylphosphate